lactyl-lactic acid C(C(O)C)(=O)C(C(=O)O)(O)C